N1(CCC1)C1=CC=2N(C[C@@H]3N(C2N=C1)CCNC3)C (R)-3-(azetidin-1-yl)-5-methyl-5,6,6a,7,9,10-hexahydro-8H-pyrazino[1,2-a]pyrido[3,2-e]pyrazin